(1S,2R)-1,2-diphenyl-2-p-tolylsulfinylethyliminomethylphenol C1(=CC=CC=C1)[C@@H]([C@H](S(=O)C1=CC=C(C=C1)C)C1=CC=CC=C1)N=CC1=C(C=CC=C1)O